(S)-3-Methoxy-10-(trifluoromethyl)-11-(5-(trifluoromethyl)thiazol-2-yl)-3,4-dihydro-2H,6H-[1,4]thiazepino[2,3,4-ij]quinazoline-6,8(7H)-dione CO[C@H]1CN2C(NC(C3=CC(=C(C(=C23)SC1)C=1SC(=CN1)C(F)(F)F)C(F)(F)F)=O)=O